ClC1=C(C=C(C=C1)C(C)N1N=C(C=C1C(=O)N)C(=O)NC)F 1-(1-(4-chloro-3-fluorophenyl)ethyl)-N3-methyl-1H-pyrazole-3,5-dicarboxamide